3-chloro-2-(tributylstannyl)pyridine ClC=1C(=NC=CC1)[Sn](CCCC)(CCCC)CCCC